ClC=1C(=NC=C(C1)N=C(C1=CC=CC=C1)C1=CC=CC=C1)C#N 3-chloro-5-((diphenylmethylene)amino)picolinonitrile